F[C@@]1(C[C@H](N(C1)C(CNC(=O)C=1C=CC=2SC3=CC=CC=C3OC2C1)=O)C(=O)OCC1=CC=CC=C1)COS(=O)(=O)C1=CC=C(C)C=C1 benzyl (2S,4R)-4-fluoro-1-((phenoxathiine-3-carbonyl)glycyl)-4-((tosyloxy)methyl)pyrrolidine-2-carboxylate